benzyl 4-[4-[4-[[(5-tert-butyl-1,2,4-oxadiazole-3-carbonyl)amino]methyl]-3-methylphenyl]pyrrolo[2,1-f][1,2,4]triazin-6-yl]piperazine-1-carboxylate C(C)(C)(C)C1=NC(=NO1)C(=O)NCC1=C(C=C(C=C1)C1=NC=NN2C1=CC(=C2)N2CCN(CC2)C(=O)OCC2=CC=CC=C2)C